CN1CCN(CC1)C1=CC=C(C=C1)N1N=C(N=C1N)N (4-(4-methylpiperazin-1-yl)phenyl)-1H-1,2,4-triazole-3,5-diamine